2,3,5,6-tetrafluorophenyl-4-(4-methoxyphenyl)phenyliodonium benzoate perchlorate Cl(=O)(=O)(=O)[O-].C(C1=CC=CC=C1)(=O)[O-].FC1=C(C(=C(C=C1F)F)F)[I+]C1=CC=C(C=C1)C1=CC=C(C=C1)OC.FC1=C(C(=C(C=C1F)F)F)[I+]C1=CC=C(C=C1)C1=CC=C(C=C1)OC